1,4-Bis(1-(tributylstannyl)vinyl)benzene C(CCC)[Sn](C(=C)C1=CC=C(C=C1)C(=C)[Sn](CCCC)(CCCC)CCCC)(CCCC)CCCC